C(C)OC=1C=2N(C=CC1C=1C=NNC1)N=C(N2)NC2=C(C=C(C=C2)S(=O)(=O)NC2CC1(C2)CCNCC1)C 4-((8-ethoxy-7-(1H-pyrazol-4-yl)-[1,2,4]triazolo[1,5-a]pyridin-2-yl)amino)-3-methyl-N-(7-azaspiro[3.5]nonan-2-yl)benzenesulfonamide